C(C)C1=C(CN2C[C@H](CC2)C(=O)O)C=CC(=C1)/C(/C)=N/OCC1=CC(=C(C=C1)C1=C(C=C(C=C1)F)F)C (S,E)-1-(2-ethyl-4-(1-(((2',4'-difluoro-2-methyl-[1,1'-biphenyl]-4-yl)methoxy)imino)ethyl)benzyl)pyrrolidine-3-carboxylic acid